(±)-6-fluoro-8-[(1R*,2R*)-2-hydroxy-2-methylcyclopentyl]-2-(methylsulfinyl)pyrido[2,3-d]pyrimidin-7(8H)-one FC1=CC2=C(N=C(N=C2)[S@](=O)C)N(C1=O)[C@H]1[C@](CCC1)(C)O |&1:9,o1:15,16|